(S)-quinuclidin-3-yl(5-(3-(tert-butyl)-5-methylphenyl)-2,2-dimethyl-2,3-dihydro-1H-inden-1-yl)carbamate N12C[C@H](C(CC1)CC2)OC(NC2C(CC1=CC(=CC=C21)C2=CC(=CC(=C2)C)C(C)(C)C)(C)C)=O